C(#N)C1=CC(=C(COC2=CC=CC(=N2)C2=CC(=C(CN3N(C4=CC(=CC=C4C3=O)C(=O)O)CC3OCC3)C(=C2)F)F)C=C1)F 2-(4-(6-((4-cyano-2-fluorobenzyl)oxy)pyridin-2-yl)-2,6-difluorobenzyl)-1-((oxetan-2-yl)methyl)-3-oxo-2,3-dihydro-1H-indazole-6-carboxylic acid